2-METHYLNAPHTHALENE-3-BORONIC ACID CC1=CC2=CC=CC=C2C=C1B(O)O